COCCOCCOCCOCCOCCOCCOC1=C(C(=O)O)C=CC(=C1)CCCO 2-(2,5,8,11,14,17-hexaoxanonadec-19-yloxy)-4-(3-hydroxypropyl)benzoic acid